6-Chloro-7-[(2R)-2-[[(4-chloropyridin-3-yl)oxy]methyl]pyrrolidin-1-yl]-1-[6-[3-(dimethyl-amino)azetidin-1-yl]pyridin-3-yl]-4-oxoquinoline-3-carboxylic acid ClC=1C=C2C(C(=CN(C2=CC1N1[C@H](CCC1)COC=1C=NC=CC1Cl)C=1C=NC(=CC1)N1CC(C1)N(C)C)C(=O)O)=O